1-(4-(6-chloro-8-fluoro-7-(3-hydroxynaphthalen-1-yl)-2-(1-(2,2,2-trifluoroethyl)pyrrolidin-3-ylamino)quinazolin-4-yl)piperazin-1-yl)prop-2-en-1-one ClC=1C=C2C(=NC(=NC2=C(C1C1=CC(=CC2=CC=CC=C12)O)F)NC1CN(CC1)CC(F)(F)F)N1CCN(CC1)C(C=C)=O